dithienyl phthalate C(C=1C(C(=O)OC=2SC=CC2)=CC=CC1)(=O)OC=1SC=CC1